C(C1=CC=CC=C1)NC1=C(C(=O)O)C=C(C=C1)S(NC)(=O)=O 2-(benzylamino)-5-(methylsulfamoyl)benzoic acid